(2R)-2-[(2,2-difluoroethyl)amino]-3,3-difluoropropan-1-ol FC(CN[C@H](CO)C(F)F)F